1-(2-((2-hydroxyethyl)amino)ethyl)-1H-Pyrazole-3-carboxamide OCCNCCN1N=C(C=C1)C(=O)N